2-cyclopropylsulfonylaniline C1(CC1)S(=O)(=O)C1=C(N)C=CC=C1